N[C@@H](CCCCNC(N)=N)C(=O)O |r| DL-homoarginine